NC1(CN(CCCC1)C(=O)OC(C)(C)C)C#N tert-butyl 3-amino-3-cyano-azepane-1-carboxylate